1-(dimethoxyphosphoryl) ethyl-(2,4-dichlorophenoxy)acetate C(C)C(C(=O)OP(=O)(OC)OC)OC1=C(C=C(C=C1)Cl)Cl